R-2-amino-3-naphthylpropionic acid methyl ester COC([C@@H](CC1=CC=CC2=CC=CC=C12)N)=O